N-(1-cyanocyclopropyl)-4-[5-(difluoromethyl)-1,3,4-thiadiazol-2-yl]-8-[(5S)-5-(methoxymethyl)-3,3-dimethyl-piperazin-1-yl]-2-methyl-quinazoline-6-sulfonamide C(#N)C1(CC1)NS(=O)(=O)C=1C=C2C(=NC(=NC2=C(C1)N1CC(N[C@@H](C1)COC)(C)C)C)C=1SC(=NN1)C(F)F